N(=[N+]=[N-])CCNC(C1=CC(=C(C(=C1)OCCCCCCCC)OCCCCCCCC)OCCCCCCCC)=O N-(2-azidoethyl)-3,4,5-tri(octyloxy)benzamide